C=1C(=CN2C=CC=CC12)C(=O)N1CC=2C(CC1)=NNC2C(=O)N[C@H](C(F)(F)F)C 5-(indolizine-2-carbonyl)-N-[(2S)-1,1,1-trifluoropropan-2-yl]-2H,4H,5H,6H,7H-pyrazolo[4,3-c]pyridine-3-carboxamide